methyl 3-((3-butyl-2-methyl-7-(methylthio)-1,1-dioxido-5-phenyl-2,3,4,5-tetrahydro-1,2,5-benzothiadiazepin-8-yl)oxy)-2-hydroxy-2-methylpropanoate C(CCC)C1N(S(C2=C(N(C1)C1=CC=CC=C1)C=C(C(=C2)OCC(C(=O)OC)(C)O)SC)(=O)=O)C